5,5-difluoro-1,3a,4,5,6,6a-hexahydropentalen-2-yl trifluoromethanesulfonate FC(S(=O)(=O)OC=1CC2CC(CC2C1)(F)F)(F)F